methyl 6-((3S,5R)-3,5-dimethylpiperazin-1-yl)nicotinate TFA salt OC(=O)C(F)(F)F.C[C@H]1CN(C[C@H](N1)C)C1=NC=C(C(=O)OC)C=C1